C1N(CC2=CC=CC=C12)C=1C(=CN=NC1)SC 5-(Isoindolin-2-yl)-4-(methylthio)pyridazin